NC1=C2C(=NC=N1)N(N=C2C2=CC=C(C=C2)OC2=CC=CC=C2)C2CCN(CC2)CC=2N=CC(=NC2)N2C(NC(CC2)=O)=O 1-(5-((4-(4-amino-3-(4-phenoxyphenyl)-1H-pyrazolo[3,4-d]pyrimidin-1-yl)piperidin-1-yl)methyl)pyrazin-2-yl)dihydropyrimidine-2,4(1H,3H)-dione